ClC1=CC=C(C=C1)CN1C(CCC1=O)C(C(C#N)=S1CCCC1)=O 3-{1-[(4-chlorophenyl)methyl]-5-oxopyrrolidin-2-yl}-3-oxo-2-(1λ4-thiolan-1-ylidene)propanenitrile